caffeinate N1(CC(=O)[O-])C(=O)N(C)C=2N=CN(C)C2C1=O